C1(=CC=CC=C1)NC(=O)OCC1CCC(CC1)COCC(=O)OC(C)(C)C tert-butyl 2-(((1r,4r)-4-((phenylcarbamoyloxy)methyl)cyclohexyl)methoxy)acetate